2-amino-3-stearamidopropanoic acid HCl salt Cl.NC(C(=O)O)CNC(CCCCCCCCCCCCCCCCC)=O